2,5-Dinitrophenol [N+](=O)([O-])C1=C(C=C(C=C1)[N+](=O)[O-])O